7-bromo-9-iodo-2,3,4,5-tetrahydro-1H-1-benzazepine BrC=1C=C(C2=C(CCCCN2)C1)I